CC(C)(C1=CC(=C(C(=C1)Br)O)Br)C1=CC(=C(C(=C1)Br)O)Br 4,4'-(Propan-2,2-diyl)bis(2,6-dibromophenol)